1,3,5-triazinane-2,4,6-trione N1C(NC(NC1=O)=O)=O